1-(3-(2-((tert-butyldimethylsilyl)oxy)ethoxy)-1H-pyrazol-1-yl)ethan-1-one [Si](C)(C)(C(C)(C)C)OCCOC1=NN(C=C1)C(C)=O